NC1CCN(CC1)C(=O)NCCNC(C1=C(C=C(C=C1)NC=1C=2N(C=CN1)C(=CN2)C=2C(=NNC2)C(F)(F)F)CC)=O 4-amino-N-(2-(2-ethyl-4-((3-(3-(trifluoromethyl)-1H-pyrazol-4-yl)imidazo[1,2-a]pyrazin-8-yl)amino)benzamido)ethyl)piperidine-1-carboxamide